C(C)(C)(C)[Si](C(C)(C)C)C(C)(C)C tri-tertiary butyl-silicon